C(C)SCCCO 3-Ethylthiopropanol